ClC=1C(=C(C=CC1)C1=C(C(=CC=C1)C[C@@H]1N(CC([C@@H]1NS(=O)(=O)C)(F)F)C(=O)C1CC1)F)F N-[(2S,3R)-2-[(3'-chloro-2,2'-difluoro[1,1'-biphenyl]-3-yl)methyl]-1-(cyclopropane-carbonyl)-4,4-difluoropyrrolidin-3-yl]-methanesulfonamide